BrC1=CC(=NN1)C(=O)NC1=CC(=CC(=C1)NS(=O)(=O)C)F 5-bromo-N-(3-fluoro-5-(methylsulfonamido)phenyl)-1H-pyrazole-3-carboxamide